5-bromo-1-methyl-3-((6-nitro-1H-indol-3-yl)methyl)-1H-indole-4-acetic acid BrC1=C(C=2C(=CN(C2C=C1)C)CC1=CNC2=CC(=CC=C12)[N+](=O)[O-])CC(=O)O